1-(4-(6-amino-2'-chloro-2-(4-fluorophenyl)-6'-methyl-[3,4'-bipyridin]-5-yl)-1H-pyrazol-1-yl)-2-methylpropan-2-ol NC1=C(C=C(C(=N1)C1=CC=C(C=C1)F)C1=CC(=NC(=C1)C)Cl)C=1C=NN(C1)CC(C)(O)C